OC1C=CN(C1)CC1=CC=C(C=C1)C1=C(N=CS1)C 4-hydroxy-N-(4-(4-methylthiazol-5-yl)benzyl)pyrroline